C(CCC)(C=1C(=CC(=C(C1)C(C)(C)C)O)C)C=1C(=CC(=C(C1)C(C)(C)C)O)C 4,4'-butylidene-bis(6-tertiary butyl-m-cresol)